COC(NC1=NC=CC(=C1)C=1C=NC(=CC1)OCC(CC(C)C)(C)N)=O (6-((2-amino-2,4-dimethylpentyl)oxy)-[3,4'-bipyridin]-2'-yl)carbamic acid methyl ester